racemic-anti-dimethylsilanediyl[2-methyl-4-(4-tert-butylphenyl)-inden-1-yl][2-methyl-4-(4-tert-butylphenyl)-5-methoxy-6-tert-butyl-inden-1-yl]zirconium dichloride [Cl-].[Cl-].C[Si](=[Zr+2](C1C(=CC2=C(C(=C(C=C12)C(C)(C)C)OC)C1=CC=C(C=C1)C(C)(C)C)C)C1C(=CC2=C(C=CC=C12)C1=CC=C(C=C1)C(C)(C)C)C)C